CS(=O)(=O)N1C=NCC=C1 (methylsulfonyl)-1,4-dihydropyrimidin